2-(4-(2-ethylphenyl)-3,3-difluoro-4-((triethylsilyl)oxy)buten-1-yl)benzamide C(C)C1=C(C=CC=C1)C(C(C=CC1=C(C(=O)N)C=CC=C1)(F)F)O[Si](CC)(CC)CC